COC1=C(C=CC(=C1)C1=CN=C(N1CCOC)C)NC=1N=CC2=C(N1)C(=NC=C2)NCC2(COCC2)C N2-(2-methoxy-4-(1-(2-methoxyethyl)-2-methyl-1H-imidazol-5-yl)phenyl)-N8-((3-methyltetrahydrofuran-3-yl)methyl)pyrido[3,4-d]pyrimidine-2,8-diamine